CC1=CC=C(C=C1)C1=NC(=CC(=C1)C1=C(C(=O)O)C=CC=C1)C1=NC=C(C=C1)C [2-(4-methylphenyl)-6-(5-methylpyridin-2-yl)-pyridin-4-yl]benzoic acid